n-butyltri-sec-butoxysilane C(CCC)[Si](OC(C)CC)(OC(C)CC)OC(C)CC